C(C=C)(=O)N1C[C@H]2COC3=C(C(N2CC1)=O)C(=C(C(=C3Cl)C3=C(C=CC=C3O)F)F)OC=3C(=NC=CC3C)C(C)C (12aS)-2-acryloyl-10-chloro-8-fluoro-9-(2-fluoro-6-hydroxyphenyl)-7-((2-isopropyl-4-methylpyridin-3-yl)oxy)-1,2,3,4,12,12a-hexahydro-6H-benzo[f]pyrazino[2,1-c][1,4]oxazepin-6-one